C(C=C)(=O)OC1(C2C3CCCC3C(C1)C2)CC 8-ethyl-8-tricyclo[5.2.1.0<2,6>]decyl acrylate